4-(6alpha-hydroxy-17-oxoandrostane-3-yl)butyric acid O[C@H]1C[C@H]2[C@@H]3CCC([C@@]3(C)CC[C@@H]2[C@]2(CCC(CC12)CCCC(=O)O)C)=O